ethyl 2-[[6-[4-(benzyloxycarbonylamino)-4-[2-[tert-butyl(dimethyl)silyl]oxyethyl]-2-oxo-pyrrolidin-1-yl]-2-nitro-3-pyridyl]oxy]acetate C(C1=CC=CC=C1)OC(=O)NC1(CC(N(C1)C1=CC=C(C(=N1)[N+](=O)[O-])OCC(=O)OCC)=O)CCO[Si](C)(C)C(C)(C)C